(2R)-butane-1,2,4-triol C([C@@H](CCO)O)O